1-fluoro-ethyl-urea FC(C)NC(=O)N